N-(3-(difluoromethyl)-1-(1-(3-((2,6-dioxopiperidin-3-yl)amino)benzyl)piperidin-4-yl)-1H-pyrazol-4-yl)-2-(2-((2,2,2-trifluoroethyl)amino)pyridin-4-yl)oxazole-4-carboxamide FC(C1=NN(C=C1NC(=O)C=1N=C(OC1)C1=CC(=NC=C1)NCC(F)(F)F)C1CCN(CC1)CC1=CC(=CC=C1)NC1C(NC(CC1)=O)=O)F